C1(CC1)C(=O)NC1=CC(=C(C=N1)C(=O)NC([2H])([2H])[2H])NC1=CN(C2=C1C(N(C=C2)C2=NN(C=C2)C)=O)C 6-(Cyclopropanecarbonylamino)-4-[[1-methyl-5-(1-methylpyrazol-3-yl)-4-oxo-pyrrolo[3,2-c]pyridin-3-yl]amino]-N-(methyl-d3)pyridine-3-carboxamide